7-(((3aS,4R,6R,6aR)-6-(((tert-butyldimethylsilyl)oxy)methyl)-2,2-dimethyltetrahydrofuro[3,4-d][1,3]dioxol-4-yl)methyl)-2-chloro-N-cyclopentylpyrrolo[2,1-f][1,2,4]triazin-4-amine [Si](C)(C)(C(C)(C)C)OC[C@H]1O[C@@H]([C@H]2[C@@H]1OC(O2)(C)C)CC2=CC=C1C(=NC(=NN12)Cl)NC1CCCC1